3-(((5-chloro-3-(difluoromethyl)-1-methyl-1H-pyrazol-4-yl)methyl)sulfonyl)-5-ethyl-5-methyl-4,5-dihydroisoxazole ClC1=C(C(=NN1C)C(F)F)CS(=O)(=O)C1=NOC(C1)(C)CC